C=1(NC=C2C1CCC2)C(=O)OCC ethyl 2,4,5,6-tetrahydrocyclopenta[C]pyrrole-1-carboxylate